NCC#CC1=CC=C(O1)C#CCN1C(C2=CC=CC=C2C1=O)=O 2-(3-(5-(3-aminoprop-1-yn-1-yl)furan-2-yl)prop-2-yn-1-yl)isoindoline-1,3-dione